BrC1=CC(=C(C(=C1)C)N1N=C2N=C(N=C(C2=C1)OC)C)C 2-(4-bromo-2,6-dimethylphenyl)-4-methoxy-6-methyl-2H-pyrazolo[3,4-d]pyrimidine